1-(3-methoxy-4-(4,4,5,5-tetramethyl-1,3,2-dioxaborolan-2-yl)phenyl)-1-(3-(trifluoromethyl)phenyl)ethanol COC=1C=C(C=CC1B1OC(C(O1)(C)C)(C)C)C(C)(O)C1=CC(=CC=C1)C(F)(F)F